6-(4-[(tert-Butyloxy)carbonyl]piperazin-1-yl)-1-benzothiophene-2-carboxylic acid C(C)(C)(C)OC(=O)N1CCN(CC1)C1=CC2=C(C=C(S2)C(=O)O)C=C1